SP(C[C@@H](CC(C)(C)C)C)(C[C@@H](CC(C)(C)C)C)=S sulfanyl-sulfanylidene-bis[(2R)-2,4,4-trimethylpentyl]-λ5-phosphane